((2R,3R,4S,5S,6R)-3,4,5-tris(benzyloxy)-6-phenoxytetrahydro-2H-pyran-2-yl)methanol C(C1=CC=CC=C1)O[C@@H]1[C@H](O[C@@H]([C@H]([C@H]1OCC1=CC=CC=C1)OCC1=CC=CC=C1)OC1=CC=CC=C1)CO